pyridyl-tetrazine C1=CC=NC(=C1)C2=CN=NN=N2